BrC(C(=O)NC1=CC=C(C=C1)C)(F)F 2-bromo-2,2-difluoro-N-(p-tolyl)acetamide